2-(3-Methyl-2-oxo-1,3-benzoxazol-6-yl)-N-(4-phenylbutyl)piperidine-1-carboxamide tert-Butyl-N-[5-(3-methyl-2-oxo-1,3-benzoxazol-6-yl)-5-oxo-pentyl]carbamate C(C)(C)(C)OC(NCCCCC(=O)C1=CC2=C(N(C(O2)=O)C)C=C1)=O.CN1C(OC2=C1C=CC(=C2)C2N(CCCC2)C(=O)NCCCCC2=CC=CC=C2)=O